BrCCCCCC(=O)ON1C(C2=CC=CC=C2C1=O)=O 1,3-dioxoisoindol-2-yl 6-bromohexanoate